C(C1=CC=CC=C1)(=O)OCC(OC(C1=CC=CC=C1)=O)COC(C1=CC=CC=C1)=O GLYCEROL TRIBENZOATE